(S)-4-(((R)-tert-butylsulfinyl)amino)-3,3-dimethyl-1-oxa-8-azaspiro[4.5]decane-8-carboxylic acid tert-butyl ester C(C)(C)(C)OC(=O)N1CCC2([C@H](C(CO2)(C)C)N[S@](=O)C(C)(C)C)CC1